N-(pyridazin-3-yl)-1-[5-(pyridin-4-yl)-1H-pyrazole-3-carbonyl]piperidine-4-carboxamide N1=NC(=CC=C1)NC(=O)C1CCN(CC1)C(=O)C1=NNC(=C1)C1=CC=NC=C1